OC=1C(=CC2=CC=CC=C2C1)C(=O)O 3-hydroxynaphthalene-2-carboxylic acid